glycyl-glycyl-L-histidine NCC(=O)NCC(=O)N[C@@H](CC1=CNC=N1)C(=O)O